(2-chloro-4-((5-fluoro-2-methylbenzofuran-7-yl)oxy)phenyl)(4-chloro-7H-pyrrolo[2,3-d]pyrimidine-5-yl)methanone ClC1=C(C=CC(=C1)OC1=CC(=CC=2C=C(OC21)C)F)C(=O)C2=CNC=1N=CN=C(C12)Cl